6-chloro-4-((3-ethynyl-2-methoxyphenyl)amino)-N-(methyl-d3)pyridazine-3-carboxamide ClC1=CC(=C(N=N1)C(=O)NC([2H])([2H])[2H])NC1=C(C(=CC=C1)C#C)OC